ClC1=C(C=C(C=C1)N1CC(C=2C1=NC=C(N2)C(=O)N2C(CN(CC2)C2=CC(=NC(=C2C(=O)OC)C)C)(C)C)(C)C)F methyl 4-(4-(5-(4-chloro-3-fluorophenyl)-7,7-dimethyl-6,7-dihydro-5H-pyrrolo[2,3-b]pyrazine-2-carbonyl)-3,3-dimethylpiperazin-1-yl)-2,6-dimethylnicotinate